1-(chloromethyl)-4-ethyl-2-methoxybenzene ClCC1=C(C=C(C=C1)CC)OC